[Sn].[Ag] Silver tin